N-((2-((S)-2-amino-2-(4,4-difluorocyclohexyl)acetamido)pyridin-4-yl)(cyclopropyl)methyl)-3,3,3-trifluoropropanamide N[C@H](C(=O)NC1=NC=CC(=C1)C(NC(CC(F)(F)F)=O)C1CC1)C1CCC(CC1)(F)F